17-(Fmoc-amino)-5-oxo-6-aza-3,9,12,15-tetraoxaheptadecanoic acid C(=O)(OCC1C2=CC=CC=C2C2=CC=CC=C12)NCCOCCOCCOCCNC(COCC(=O)O)=O